tert-butyl (2,3-dibromo-4,5,6,7-tetrahydrobenzo[b]thiophen-5-yl)(methyl)carbamate BrC1=C(C2=C(S1)CCC(C2)N(C(OC(C)(C)C)=O)C)Br